6-(phenylsulfanyl)-1,2,3,4-tetrahydronaphthalen C1(=CC=CC=C1)SC=1C=C2CCCCC2=CC1